N=1C=NN2C1C=C(C=C2)OC2=CC(=C(C=C2C)NC2=NC=NC1=CC(=C(C=C21)OC2CCN(CC2)C(C=C)=O)OC)C(C)(C)O 1-(4-((4-((4-([1,2,4]triazolo[1,5-a]pyridin-7-yloxy)-2-(2-hydroxypropan-2-yl)-5-methylphenyl)amino)-7-methoxyquinazolin-6-yl)oxy)piperidin-1-yl)prop-2-en-1-one